FC=1C(=C(C=CC1)NC1=C(NC2=C1C(NCC2)=O)C2=C(C=NC=C2)OC[C@@H]2N(CCC2)C(=O)OC(C)(C)C)OC tert-butyl (2R)-2-{[(4-{3-[(3-fluoro-2-methoxyphenyl)amino]-4-oxo-1H,5H,6H,7H-pyrrolo[3,2-c]pyridin-2-yl}pyridin-3-yl)oxy]methyl}pyrrolidine-1-carboxylate